C(C)(C)N1C(=[N+](C=C1)C(C)C)C(=O)[O-] 1,3-diisopropylimidazolium-2-carboxylate